1-(3-chloro-4-methylbenzyl)-3-((5-(2,6-dioxopiperidin-3-yl)-6-oxo-5,6-dihydro-4H-thieno[2,3-c]pyrrol-3-yl)methyl)urea ClC=1C=C(CNC(=O)NCC2=CSC=3C(N(CC32)C3C(NC(CC3)=O)=O)=O)C=CC1C